5-(2-oxo-2H-pyran-6-yl)pentane-2,3-dione O=C1OC(=CC=C1)CCC(C(C)=O)=O